C(C)N1CCC2(C[C@@H]2C(=O)N[C@@H](CCCCCC(CC)=O)C=2NC(=CN2)C2=CC=C3C=CC=NC3=C2)CC1 (S)-6-Ethyl-N-((S)-7-oxo-1-(5-(chinolin-7-yl)-1H-imidazol-2-yl)nonyl)-6-azaspiro[2.5]octan-1-carboxamid